oxo-1,1',2',4,6,7-hexahydrospiro[indole-5,3'-pyrrolo[2,3-b]pyridine]-2-carboxylate O=C1C2(C=3C(=NC=CC3)N1)CC=1C=C(NC1CC2)C(=O)[O-]